BrCCN=C1N(CCN1C)C N-(2-bromoethyl)-1,3-dimethyl-imidazolidine-2-imine